CON(C(=O)[C@@H](CC(C)(C)C)NC(OC(C)(C)C)=O)C tert-butyl N-[(1R)-1-[methoxy(methyl)carbamoyl]-3,3-dimethyl-butyl]carbamate